CC1COC1 3-methyl-(oxetan)